NC1=CC=C(\C=C/2\C(C3=CC=CC=C3CC2)=O)C=C1 (E)-2-(4-aminobenzylidene)-3,4-dihydronaphthalen-1(2H)-one